formylformate C(=O)C(=O)[O-]